C(C)(C)(C)S(=O)N tert-Butanesulfinamide